C(C)(C)(C)NS(=O)(=O)C=1SC(=C(C1C1=CC=C(C=C1)CN1C(=NC=C1)C(F)(F)F)F)CC(C)C N-(tert-butyl)-4-fluoro-5-isobutyl-3-(4-((2-(trifluoromethyl)-1H-imidazol-1-yl)methyl)phenyl)thiophene-2-sulfonamide